BrC1=NC(=CC=C1O)Br 2,6-dibromopyridin-3-ol